C(#N)C(C(=O)NC(OCC)=O)=NNC1=CC(=C(C(=C1)Cl)OC=1C=C2CCN(C(C2=CC1)=O)CCOC)Cl ethyl (2-cyano-2-(2-(3,5-dichloro-4-((2-(2-methoxyethyl)-1-oxo-1,2,3,4-tetrahydroisoquinolin-6-yl)oxy)phenyl)hydrazono)acetyl)carbamate